[(3S)-3-[[4-(2-(4-amino-2-fluorophenoxy)pyrid-3-yl)pyrimidin-2-yl]amino]piperidin-1-yl]carboxylate bismuth-bismuth [Bi+3].[Bi+3].NC1=CC(=C(OC2=NC=CC=C2C2=NC(=NC=C2)N[C@@H]2CN(CCC2)C(=O)[O-])C=C1)F.NC1=CC(=C(OC2=NC=CC=C2C2=NC(=NC=C2)N[C@@H]2CN(CCC2)C(=O)[O-])C=C1)F.NC1=CC(=C(OC2=NC=CC=C2C2=NC(=NC=C2)N[C@@H]2CN(CCC2)C(=O)[O-])C=C1)F.NC1=CC(=C(OC2=NC=CC=C2C2=NC(=NC=C2)N[C@@H]2CN(CCC2)C(=O)[O-])C=C1)F.NC1=CC(=C(OC2=NC=CC=C2C2=NC(=NC=C2)N[C@@H]2CN(CCC2)C(=O)[O-])C=C1)F.NC1=CC(=C(OC2=NC=CC=C2C2=NC(=NC=C2)N[C@@H]2CN(CCC2)C(=O)[O-])C=C1)F